BrC=1C(=NC=C(N1)Cl)N 3-bromo-5-chloropyrazin-2-amine